3-(N-(4-chloro-5-cyano-2-(2,2-dimethylcyclobutoxy)phenyl)sulfamoyl)-4-cyclopropylbenzoic acid ClC1=CC(=C(C=C1C#N)NS(=O)(=O)C=1C=C(C(=O)O)C=CC1C1CC1)OC1C(CC1)(C)C